ClC=1C(=NC(=CC1)C(=O)O)C(=O)O 3-Chloropyridin-2,6-dicarboxylic acid